CC1C=CCC1C 3,4-Dimethylcyclopenten